BrC=1C=NC=2N(C1)N=CC2Cl 6-bromo-3-chloropyrazolo[1,5-a]pyrimidine